(S)-(1,3-Dimethyl-azetidin-3-yl)-(4-isopropyl-phenyl)-(3-{3-[(2-methoxy-ethyl)-methyl-amino]-[1,2,4]oxadiazol-5-yl}-phenyl)-methanol CN1CC(C1)(C)[C@@](O)(C1=CC(=CC=C1)C1=NC(=NO1)N(C)CCOC)C1=CC=C(C=C1)C(C)C